1-(4-(3-fluorobenzyl)-8,8-dimethyl-7,8-dihydro-6H-pyrrolo[2,3-e][1,2,4]triazolo[1,5-a]pyridin-6-yl)-2-((2R,5R)-5-methyl-2-(((R)-3-methylmorpholino)methyl)piperazin-1-yl)ethan-1-one FC=1C=C(CC=2C=3N(C4=C(C2)N(CC4(C)C)C(CN4[C@H](CN[C@@H](C4)C)CN4[C@@H](COCC4)C)=O)N=CN3)C=CC1